C(C)(C)(C)N([SiH](N(C(C)(C)C)C(C)(C)C)N(C(C)(C)C)C(C)(C)C)C(C)(C)C N,N,N',N',N'',N''-hexa-tert-butylsilanetriamine